FC1=C2NC(C=NC2=C(C=C1)OC)(C)C 5-fluoro-8-methoxy-3,3-dimethyl-3,4-dihydroquinoxaline